3-(1-Methyl-7-((1-(2-(thiophen-2-yl)acetyl)piperidin-4-yl)oxy)-1H-indazol-3-yl)-piperidine-2,6-dione CN1N=C(C2=CC=CC(=C12)OC1CCN(CC1)C(CC=1SC=CC1)=O)C1C(NC(CC1)=O)=O